CC(C)=C1CCCCC1 (propan-2-ylidene)cyclohexan